3-(4-bromo-3-methoxyphenyl)-4-methyl-4H-1,2,4-triazole BrC1=C(C=C(C=C1)C1=NN=CN1C)OC